dimethyl-(ethyl)dimethoxysilane CC(O[SiH](OC)CC)C